(R)-tert-butyl 3-(4-chlorophenoxy)-4-methylenepyrrolidine-1-carboxylate ClC1=CC=C(O[C@H]2CN(CC2=C)C(=O)OC(C)(C)C)C=C1